CN1N=NC2=C1C=CC(=C2C)C(C(C(=O)OC)(C)C)C2=CC(=C(C=C2)C)CN2C[C@H](OC1=CC=3C=CC=NC3C=C1C2)C methyl 3-(1,4-dimethyl-1H-benzo[d][1,2,3]triazol-5-yl)-2,2-dimethyl-3-(4-methyl-3-(((R)-2-methyl-2,3-dihydro-[1,4]oxazepino[7,6-g]quinolin-4(5H)-yl)methyl)phenyl)propanoate